methyl 4-(4-(aminomethyl)-3-methylphenyl)pyrrolo[2,1-f]triazine-6-carboxylate hydrochloride Cl.NCC1=C(C=C(C=C1)C1=CN=NN2C1=CC(=C2)C(=O)OC)C